(2,4-dimethyl-3-cyclohexen-1-yl)methyl 2-oxo-2-phenylacetate O=C(C(=O)OCC1C(C=C(CC1)C)C)C1=CC=CC=C1